P(O[Si](C)(C)C)(O[Si](C)(C)C)O[Si](C)(C)C Tristrimethylsilyl phosphite